COC1(CC(C1)(C(=O)OC)C)OC methyl 3,3-dimethoxy-1-methylcyclobutane-1-carboxylate